dithienofuran S1C=CC2=C1C1=C(O2)SC=C1